(E)-N-[1-(2-nitrophenyl)-1H-pyrrole-2-yl-allylideneamino]-guanidine DL-mandelic acid salt C(C(O)C1=CC=CC=C1)(=O)O.[N+](=O)([O-])C1=C(C=CC=C1)N1C(=CC=C1)C=CC=NN\C(=N\[H])\N